2-(2-((tert-butyldimethylsilyl)oxy)phenyl)-2-methylpropionaldehyde [Si](C)(C)(C(C)(C)C)OC1=C(C=CC=C1)C(C=O)(C)C